2-(diphenylphosphinoyl)-1,4-benzenediol C1(=CC=CC=C1)P(=O)(C1=C(C=CC(=C1)O)O)C1=CC=CC=C1